C1(CC1)C=1C=C(C=2N(C1)C=C(N2)C(=O)O)C(C)OC 6-cyclopropyl-8-(1-methoxyethyl)imidazo[1,2-a]pyridine-2-carboxylic acid